Dimethyl (2S)-2-(Benzyloxycarbonylamino)butanedioate C(C1=CC=CC=C1)OC(=O)N[C@H](C(=O)OC)CC(=O)OC